ClC1=C(C=C(C=C1)NC(=O)C1=NN2C(N=C(C=C2C=2C=NNC2)N2CC3=CC=CC=C3C2)=C1)OC N-(4-chloro-3-methoxyphenyl)-5-(isoindolin-2-yl)-7-(1H-pyrazol-4-yl)pyrazolo[1,5-a]pyrimidine-2-carboxamide